4-amino-3-methoxy-5-methyl-benzonitrile NC1=C(C=C(C#N)C=C1C)OC